2-methyl-3-[4-(2-methylpropyl)-phenyl]propanal CC(C=O)CC1=CC=C(C=C1)CC(C)C